C(C1=CC=CC=C1)OC(=O)N1[C@H](C[C@H](CC1)C(=O)OC)C methyl (2S,4S)-1-benzyloxycarbonyl-2-methylpiperidine-4-carboxylate